(4S)-5-(((2S)-1-((5-(3-azabicyclo[3.2.0]heptan-6-yloxy)-2-methylbenzyl)amino)-1-oxo-4-phenylbutan-2-yl)amino)-4-acetamido-5-oxopentanoic acid C12CNCC2C(C1)OC=1C=CC(=C(CNC([C@H](CCC2=CC=CC=C2)NC([C@H](CCC(=O)O)NC(C)=O)=O)=O)C1)C